(R)-2-(4-(piperidin-3-ylamino)-6,7-dihydro-5H-cyclopenta[d]pyridazin-1-yl)-5-(trifluoromethyl)phenol N1C[C@@H](CCC1)NC=1C2=C(C(=NN1)C1=C(C=C(C=C1)C(F)(F)F)O)CCC2